N(=[N+]=[N-])C(C1=C(OC(=C1)C1=CC=CC=C1)C1=CC=C(C=C1)C)C1=CC=CC=C1 3-(azido(phenyl)methyl)-5-phenyl-2-(p-tolyl)furan